2-methyl-4-(3,5-di-tert-butylphenyl)indenyl-silane CC=1C(C2=CC=CC(=C2C1)C1=CC(=CC(=C1)C(C)(C)C)C(C)(C)C)[SiH3]